C(=O)[O-].CN1C=[N+](C=C1)C(CC(C)(C)C)(C)C 1-methyl-3-(1,1,3,3-tetramethylbutyl)imidazolium formate